S-(((3aS,4S,6R,6aR)-6-(6-Chloro-4-(cyclopentyl(methyl)amino)-1H-pyrazolo[3,4-d]pyrimidin-1-yl)-2,2-dimethyltetrahydrofuro[3,4-d][1,3]dioxol-4-yl)methyl) ethanethioate C(C)(SC[C@H]1O[C@H]([C@@H]2OC(O[C@@H]21)(C)C)N2N=CC=1C2=NC(=NC1N(C)C1CCCC1)Cl)=O